NC1(CCN(CC1)C1=NC=2C(=NC(=CN2)SC2=CC=C(C=C2)N2N=CNC2=O)N1)C 2-(4-((2-(4-amino-4-methylpiperidin-1-yl)-1H-imidazo[4,5-b]pyrazin-6-yl)thio)phenyl)-2,4-dihydro-3H-1,2,4-triazol-3-one